4-[4-(4-formyl-3,5-dimethoxyphenyl)phenyl]-1-hydroxy-N,N-dimethylnaphthalene-2-carboxamide C(=O)C1=C(C=C(C=C1OC)C1=CC=C(C=C1)C1=CC(=C(C2=CC=CC=C12)O)C(=O)N(C)C)OC